1-methyl-4H-pyrido[4,3-d][1,3]Oxazin-2-one CN1C(OCC2=C1C=CN=C2)=O